FC(C(=O)O)(F)F.O=C1NCC[C@@H]1CCC(=O)N (((S)-2-oxopyrrolidin-3-yl)methyl)acetamide trifluoroacetic acid salt